3-((5-fluoro-2H-spiro[benzofuran-3,4'-piperidin]-6-yl)amino)piperidine-2,6-dione HCl salt Cl.FC=1C(=CC2=C(C1)C1(CCNCC1)CO2)NC2C(NC(CC2)=O)=O